5-(4-((2-(2-fluoroethyl)-3-oxo-4H-quinoxalin-6-yl)methyl)piperazin-1-yl)-N-(Methyl-d3)pyridine-2-carboxamide FCCC1=NC2=CC=C(C=C2NC1=O)CN1CCN(CC1)C=1C=CC(=NC1)C(=O)NC([2H])([2H])[2H]